C1(=CC=CC=C1)C1=CC(=CC=C1)C1=CC=CC=C1 m-terphenyl